(S)-(3-(aminomethyl)-3-fluoroazetidin-1-yl)(1-(4-fluorophenyl)-3,4-dihydroisoquinolin-2(1H)-yl)methanone NCC1(CN(C1)C(=O)N1[C@H](C2=CC=CC=C2CC1)C1=CC=C(C=C1)F)F